1-({(5S,7S)-2-oxo-3-[(1-phenyl-1H-1,2,3-triazol-4-yl)methyl]-1-oxa-3-azaspiro[4.5]dec-7-yl}methyl)-1H-benzimidazole-6-carbonitrile O=C1O[C@]2(CN1CC=1N=NN(C1)C1=CC=CC=C1)C[C@H](CCC2)CN2C=NC1=C2C=C(C=C1)C#N